2-({[3-(6-{(S)-(4,4-Difluorocyclohexyl)[(4-methyl-1,2,5-oxadiazole-3-carbonyl)amino]-methyl}imidazo[1,2-b][1,2,4]triazin-3-yl)oxetan-3-yl]amino}methyl)-3,3,3-trifluoro-propanoic acid FC1(CCC(CC1)[C@@H](C=1N=C2N(N=CC(=N2)C2(COC2)NCC(C(=O)O)C(F)(F)F)C1)NC(=O)C1=NON=C1C)F